4-methyl-2-(4-(methylsulfonyl)phenyl)-1H-benzo[d]imidazole CC1=CC=CC=2NC(=NC21)C2=CC=C(C=C2)S(=O)(=O)C